[Si](C)(C)(C(C)(C)C)O[C@H]([C@@H](NC1=CC(=C(C=C1)C#N)Cl)C(=O)NNC(C1=CC=C(C=C1)CO[Si](C)(C)C(C)(C)C)=O)C N'-(O-(tert-butyldimethylsilyl)-N-(3-chloro-4-cyanophenyl)-D-threonyl)-4-(((tert-butyldimethyl-silyl)oxy)methyl)benzohydrazide